1-[3-(3-chloropropoxy)phenyl]-3-(dimethylamino)propan-1-one oxalate C(C(=O)O)(=O)O.ClCCCOC=1C=C(C=CC1)C(CCN(C)C)=O